4-(3,8-diazabicyclo[3.2.1]octan-3-yl)-5-fluoro-2-(2-methoxypyridin-4-yl)-1H-pyrrolo[2,3-b]pyridine hydrochloride Cl.C12CN(CC(CC1)N2)C2=C1C(=NC=C2F)NC(=C1)C1=CC(=NC=C1)OC